bis(triphenylsilyl) oxalate C(C(=O)O[Si](C1=CC=CC=C1)(C1=CC=CC=C1)C1=CC=CC=C1)(=O)O[Si](C1=CC=CC=C1)(C1=CC=CC=C1)C1=CC=CC=C1